OCC1CCC(CC1)C=1SC2=C(N1)C=C(C(=C2)NC(=O)C=2C=NN1C2N=C(C=C1)N1[C@H]2CO[C@@H](C1)C2)C(C)(C)O N-[2-[4-(hydroxymethyl)cyclohexyl]-5-(1-hydroxy-1-methyl-ethyl)-1,3-benzothiazol-6-yl]-5-[(1R,4R)-2-oxa-5-azabicyclo[2.2.1]heptan-5-yl]pyrazolo[1,5-a]pyrimidine-3-carboxamide